3-[2-(tert-butoxycarbonylamino)ethoxy]propanoic acid C(C)(C)(C)OC(=O)NCCOCCC(=O)O